C(O)N1C(N(C(C1=O)(C)C)CO)=O dimethylol-dimethyl-hydantoin